(S)-2-amino-1-(4-(3-(4-fluorophenyl)pyrazolo[1,5-a]pyrimidin-5-yl)piperazin-1-yl)-3-methylbutan-1-one N[C@H](C(=O)N1CCN(CC1)C1=NC=2N(C=C1)N=CC2C2=CC=C(C=C2)F)C(C)C